(7H-pyrrolo[2,3-d]pyrimidin-5-yl)-3,4-dihydrobenzo[f][1,4]oxazepin-5(2H)-one N1=CN=CC2=C1NC=C2C2OC1=C(C(NC2)=O)C=CC=C1